2-[4-[2-(methoxymethyl)-4-methyl-piperazin-1-yl]anilino]-4-[[6-(2-oxopyrrolidin-1-yl)-2-pyridyl]amino]pyrimidine-5-carbonitrile COCC1N(CCN(C1)C)C1=CC=C(NC2=NC=C(C(=N2)NC2=NC(=CC=C2)N2C(CCC2)=O)C#N)C=C1